N-(3-(2-chloro-4-((3-(4-(difluoromethoxy)-2,3-difluorophenyl)imidazo[1,2-a]pyrazin-8-yl)amino)benzamido)propyl)piperidine-4-carboxamide hydrochloride Cl.ClC1=C(C(=O)NCCCNC(=O)C2CCNCC2)C=CC(=C1)NC=1C=2N(C=CN1)C(=CN2)C2=C(C(=C(C=C2)OC(F)F)F)F